N[C@@H]1CN(CC[C@H]1F)C1=NC2=C(N1CC(=O)N1CCC(CC1)(C#N)C)C=C(C(=C2)F)F 1-(2-(2-((3r,4r)-3-amino-4-fluoropiperidin-1-yl)-5,6-difluoro-1H-benzo[d]imidazol-1-yl)acetyl)-4-methylpiperidine-4-carbonitrile